5-bromo-3-(4-oxo-2-thioxo-thiazolidin-5-ylidene)-1,3-dihydro-indol-2-one BrC=1C=C2C(C(NC2=CC1)=O)=C1C(NC(S1)=S)=O